9-amino-7,7-dimethyl-3,4,7,8-tetrahydro-2H-cyclopenta[4,5]pyrrolo[1,2-a]pyrazin-1(6H)-one NC=1C2=C(N3C1C(NCC3)=O)CC(C2)(C)C